C#CC alpha-propyne